[NH4+].[NH4+].N(N=C1SC2=C(N1CC)C=CC(=C2)S(=O)(=O)[O-])=C2SC1=C(N2CC)C=CC(=C1)S(=O)(=O)[O-] 2,2'-Azinobis[3-ethylbenzthiazoline-6-sulfonic acid]-diammonium salt